3-[1-[4-(methylsulfonyl)phenyl]-4-(trifluoromethyl)-1H-imidazol-2-yl]pyridine 2-chlorobenzoate ClC1=C(C(=O)O)C=CC=C1.CS(=O)(=O)C1=CC=C(C=C1)N1C(=NC(=C1)C(F)(F)F)C=1C=NC=CC1